8-((4-((cyclopropylmethyl)(1,3-dihydroisobenzofuran-5-yl)amino)cyclohexyl)(methyl)amino)-5-methyl-6-oxo-5,6-dihydro-1,5-naphthyridine-2-carbonitrile C1(CC1)CN(C1CCC(CC1)N(C1=CC(N(C=2C=CC(=NC12)C#N)C)=O)C)C=1C=C2COCC2=CC1